2-(2-(4-aminopiperidin-1-yl)-3-chloroanilino)benzoic acid NC1CCN(CC1)C1=C(NC2=C(C(=O)O)C=CC=C2)C=CC=C1Cl